N1([C@@H]2[C@H](CC1)CNC2)C2=CC(=CC(=N2)NC=2C1=C(C(=NC2)C2=C3C(=NC=C2)N(C=C3)C)CNC1=O)OC 7-((6-((3aR,6aR)-hexahydropyrrolo[3,4-b]pyrrol-1(2H)-yl)-4-methoxypyridin-2-yl)amino)-4-(1-methyl-1H-pyrrolo[2,3-b]pyridin-4-yl)-2,3-dihydro-1H-pyrrolo[3,4-c]pyridin-1-one